OC=1C=C(\C=N\NC(=O)C2=NC(=CN=C2)C2=CC=C(C=C2)OC)C=CC1 (E)-N'-(3-hydroxybenzylidene)-6-(4-methoxyphenyl)pyrazine-2-carbohydrazide